N-hydroxy-4-{[5-(3-methyl-4-oxo-3,4-dihydroquinazolin-6-yl)-3-(4-methylphenyl)-1H-pyrazol-1-yl]methyl}benzamide ONC(C1=CC=C(C=C1)CN1N=C(C=C1C=1C=C2C(N(C=NC2=CC1)C)=O)C1=CC=C(C=C1)C)=O